(4-bromo-1-cyclopropyl-1H-pyrazol-5-yl)-4-chloro-6-cyclopropyloxy-3-fluorobenzonitrile BrC=1C=NN(C1C1=C(C#N)C(=CC(=C1F)Cl)OC1CC1)C1CC1